COCCNCCCCCCCCCCCCCCCCCCCC N-(2-methoxyethyl)icosan-1-amine